CCCCCCCCCCCCCC=CC=CC=C nonadecatriene